BrS1C=C(C=C1CCCCCC(C)C)Br 1,3-dibromo-5-isooctyl-thiophene